OCC[C@@H]1[C@@H](CCC1)OC1=C(C=CC(=C1)C)S(=O)(=O)N1[C@@H](CCC1)C(=O)OC(C)(C)C |o1:3,4| tert-Butyl ((2-(((1R*,2R*)-2-(2-hydroxyethyl)cyclopentyl)oxy)-4-methylphenyl)sulfonyl)-L-prolinate